C(#C)C=1C(=C2C=NC(=NN2C1C(C)C)N[C@H]1[C@@H](CN(CC1)S(=O)(=O)C1=CC=CC=C1)O)F (3R,4R)-4-((6-ethynyl-5-fluoro-7-isopropylpyrrolo[2,1-f][1,2,4]triazin-2-yl)amino)-1-(phenylsulfonyl)piperidin-3-ol